4-((2S)-4-(pyridin-2-yl)piperidin-2-yl)benzoate N1=C(C=CC=C1)C1C[C@H](NCC1)C1=CC=C(C(=O)[O-])C=C1